S(=O)(=O)(ON1[C@@H]2CC[C@H](N(C1=O)C2)C(NS(N(C)CC)(=O)=O)=N)O (2S,5R)-2-(N-(N-ethyl-N-methylsulfamoyl) carbamimidoyl)-7-oxo-1,6-diazabicyclo[3.2.1]octan-6-yl hydrogen sulfate